[6-[[5-(difluoromethyl)-3-methyl-pyrazol-1-yl]methyl]-2-azaspiro[3.3]heptan-2-yl]-[6-[3-(1-hydroxycyclopropyl)-1,2,4-triazol-1-yl]-2-azaspiro[3.3]heptan-2-yl]methanone FC(C1=CC(=NN1CC1CC2(CN(C2)C(=O)N2CC3(C2)CC(C3)N3N=C(N=C3)C3(CC3)O)C1)C)F